5,6,7,3',4',5'-hexamethoxyflavone COC1=C2C(C=C(OC2=CC(=C1OC)OC)C1=CC(=C(C(=C1)OC)OC)OC)=O